ClC=1C=C2C(=C(C(NC2=CC1)=O)C(/C=C/C1=CC=C(C=C1)NC(C)=O)=O)C (E)-N-(4-(3-(6-chloro-4-methyl-2-oxo-1,2-dihydroquinolin-3-yl)-3-oxoprop-1-en-1-yl)phenyl)acetamide